C(#N)C=1C=CC=2N(C1)C(=CN2)C(=O)NC=2C=C(C=C(C2C)F)C2=NOC(=N2)C2CN(C2)C(=O)OC methyl 3-(3-(3-(6-cyanoimidazo[1,2-a]pyridine-3-carboxamido)-5-fluoro-4-methylphenyl)-1,2,4-oxadiazol-5-yl)azetidine-1-carboxylate